N-(2-(4-methyl-1H-imidazol-2-yl)propan-2-yl)-4-(1-methyl-8,9,10,11-tetrahydro-3H-pyrazolo[4,3-a]phenanthridin-7-yl)benzamide CC=1N=C(NC1)C(C)(C)NC(C1=CC=C(C=C1)C1=NC2=CC=C3C(=C2C=2CCCCC12)C(=NN3)C)=O